sarpagan C/C=C\1/CN2[C@H]3C[C@@H]1[C@H]([C@@H]2CC4=C3NC5=CC=CC=C45)C